N(=[N+]=[N-])CC1(OC2=C(C1)C=C(C(=C2[C@@H](C)N[S@](=O)C(C)(C)C)F)F)C (R)-N-((1R)-1-(2-(azidomethyl)-5,6-difluoro-2-methyl-2,3-dihydrobenzofuran-7-yl)ethyl)-2-methylpropane-2-sulfinamide